CC1=C(N=C(C(=N1)C(=O)O)C(=O)O)C dimethyl-pyrazinedicarboxylic acid